BrC1N(C2=CC=C(C=C2C1COC1OCCCC1)C(=O)NC1=CC=C(C=C1)OC(F)(F)Cl)C(C)C bromo-N-(4-(chlorodifluoromethoxy)phenyl)-1-isopropyl-3-(((tetrahydro-2H-pyran-2-yl)oxy)methyl)indoline-5-carboxamide